1-[2-(amino)ethyl]-2,4-difluoro-5-methylbenzene NCCC1=C(C=C(C(=C1)C)F)F